methyl 7-fluoro-3,4-dihydro-2H-benzo[b][1,4]oxazine-6-carboxylate FC=1C(=CC2=C(OCCN2)C1)C(=O)OC